6'-(ethane-1,2-diylbis(5-carbamoyl-4-methoxy-1H-benzo[d]imidazole-1,2-diyl))bis(3-methoxybenzoic acid) C(CN1C(=NC2=C1C=CC(=C2OC)C(N)=O)C2=C(C(=O)O)C=CC=C2OC)N2C(=NC1=C2C=CC(=C1OC)C(N)=O)C1=C(C(=O)O)C=CC=C1OC